6-chloro-N-(5-ethyl-4,6-dimethoxy-pyrimidin-2-yl)-1H-indole-3-sulfonamide ClC1=CC=C2C(=CNC2=C1)S(=O)(=O)NC1=NC(=C(C(=N1)OC)CC)OC